cyclopropane-1-carboxamide C1(CC1)C(=O)N